2-[(3S)-1-[4-[2-(cyclopentyloxy)-3-pyridyl]-2,6-difluoro-phenyl]pyrrolidin-3-yl]acetic acid C1(CCCC1)OC1=NC=CC=C1C1=CC(=C(C(=C1)F)N1C[C@@H](CC1)CC(=O)O)F